[Na].S=C[C@H](O)[C@@H](O)[C@H](O)[C@H](O)CO 1-thioglucose sodium salt